C(CC=CCCCCCCCCCCCCCC)(=O)O 3-Octadecenoic acid